N-(4-cyclobutyl-1-methyl-5-(4-(trifluoromethoxy)phenyl)-1H-pyrazol-3-yl)-2-(3,3-difluorocyclobutyl)acetamide C1(CCC1)C=1C(=NN(C1C1=CC=C(C=C1)OC(F)(F)F)C)NC(CC1CC(C1)(F)F)=O